C(CCCCCCCCCCCCCCCCCCCCCCCCC)SSCCCCCCCCCCCCCCCCCCCCCCCCCC hexacosanyl disulfide